C(C)S(=O)(=O)C=1C=C(C=NC1N1N=C(C=C1)C(F)(F)F)C1=NC=2N(C=C1)N=C(C2)C(F)(F)F 5-(5-(ethylsulfonyl)-6-(3-(trifluoromethyl)-1H-pyrazol-1-yl)pyridin-3-yl)-2-(trifluoromethyl)pyrazolo[1,5-a]pyrimidine